((benzyloxy)methyl)tetrahydro-2H-pyran C(C1=CC=CC=C1)OCC1OCCCC1